2-[2-[6-(3-cyclopropyl-1,2,4-triazol-1-yl)-2-azaspiro[3.3]heptane-2-carbonyl]-2,6-diazaspiro[3.3]heptan-6-yl]-N-methyl-2-phenyl-acetamide C1(CC1)C1=NN(C=N1)C1CC2(CN(C2)C(=O)N2CC3(C2)CN(C3)C(C(=O)NC)C3=CC=CC=C3)C1